6-(3-(methylcarbamoyl)-7-(trifluoromethyl)thieno[3,2-b]pyridin-5-yl)-2,6-diazaspiro[3.3]heptane-2-carboxylic acid oxetan-3-ylmethyl ester O1CC(C1)COC(=O)N1CC2(C1)CN(C2)C2=CC(=C1C(=N2)C(=CS1)C(NC)=O)C(F)(F)F